1-pyrenesulfonate C1(=CC=C2C=CC3=CC=CC4=CC=C1C2=C34)S(=O)(=O)[O-]